CC1=CC=C(C=C1)SCCSC1=CC=C(C=C1)C 1,2-Bis(4-methylphenylsulfanyl)ethane